tert-Butyl (3-cyano-4-(3-((R)-2-((dimethylamino)methyl) pyrrolidin-1-yl)-5-fluoro-7,9-dihydrofuro[3,4-f]quinazolin-6-yl)-7-fluorothieno[3,2-c]pyridin-2-yl)carbamate C(#N)C1=C(SC2=C1C(=NC=C2F)C=2C1=C(C=3C=NC(=NC3C2F)N2[C@H](CCC2)CN(C)C)COC1)NC(OC(C)(C)C)=O